tri(m-sulfonatophenyl)phosphine S(=O)(=O)([O-])C=1C=C(C=CC1)P(C1=CC(=CC=C1)S(=O)(=O)[O-])C1=CC(=CC=C1)S(=O)(=O)[O-]